C1=CC=C(C=2OC3=C(C21)C=CC=C3)B(O)O dibenzo[b,d]furan-4-yl-boronic acid